C[Si](CCOC(CCOCCOCCOCCOCCNC([C@H](NC(=O)OC(C)(C)C)CN)=O)=O)(C)C.FC(C(=O)O)(F)F Trifluoroacetic acid 2-(trimethylsilyl)ethyl-1-{[3-amino-N-(tert-butoxycarbonyl)-D-alanyl]amino}-3,6,9,12-tetraoxapentadecane-15-oate